CS(=O)(=O)C=1C=C(CN2CC3=CC=C(C=C3C2)C#N)C=CC1OCC1CCN(CC1)S(=O)(=O)C 2-(3-(Methylsulfonyl)-4-((1-(methylsulfonyl)piperidin-4-yl)methoxy)benzyl)-isoindoline-5-carbonitrile